CC1=CC(=CC=C1)NC2=CC=CC(=C2)C 3,3'-dimethyldiphenylamine